8-(2,3-Difluorobenzyl)-2-((5-methylfuran-2-yl)methyl)-6-phenylimidazo[1,2-a]pyrazin-3(7H)-on FC1=C(CC2=C3N(C=C(N2)C2=CC=CC=C2)C(C(=N3)CC=3OC(=CC3)C)=O)C=CC=C1F